tert-butyl 4-(2-ethyl-3-((4-(4-fluorophenyl)thiazol-2-yl)(methyl)amino) imidazo[1,2-a]pyridin-6-yl)piperidine-1-carboxylate C(C)C=1N=C2N(C=C(C=C2)C2CCN(CC2)C(=O)OC(C)(C)C)C1N(C)C=1SC=C(N1)C1=CC=C(C=C1)F